ClCC(CC1(N(C[C@@H](C1)F)C(=O)OC(C)(C)C)C(=O)OC)=C 1-(t-butyl) 2-methyl (4R)-2-(2-(chloromethyl)allyl)-4-fluoropyrrolidin-1,2-dicarboxylate